C(CCCC)ON1C(C2=CC=CC=C2C1=O)=O 2-(pentyloxy)isoindole-1,3-dione